O1CCN(CC1)C=1C2=C(N=C(N1)N/N=C/C=1C=C(C=CC1)C)C=C(N2)C(=O)NC2COC2 4-morpholino-2-[(2E)-2-(m-tolylmethylene)hydrazino]-N-(oxetan-3-yl)-5H-pyrrolo[3,2-d]pyrimidine-6-carboxamide